4-(4-fluoro-3-(4-oxido-1-(5-(trifluoromethyl)pyridin-2-yl)-1,4-azaphosphinan-4-yl)benzyl)phthalazin-1(2H)-one FC1=C(C=C(CC2=NNC(C3=CC=CC=C23)=O)C=C1)P1(CCN(CC1)C1=NC=C(C=C1)C(F)(F)F)=O